FC1=C(C=CC(=C1)OC1=NN(C=C1)C1=NC(=NC=C1)OC)NC1=NC=NC2=CC(=C(C=C12)NC1CCN(CC1)C(C=C)=O)OC 1-(4-((4-((2-fluoro-4-((1-(2-methoxypyrimidin-4-yl)-1H-pyrazol-3-yl)oxy)phenyl)amino)-7-methoxyquinazolin-6-yl)amino)piperidin-1-yl)prop-2-en-1-one